N-(4-(5-chloropyridin-3-yl)phenyl)-2-(2-(cyclopropanesulfonamido)-5-methylthiazol-4-yl)-2-methylpropanamide ClC=1C=C(C=NC1)C1=CC=C(C=C1)NC(C(C)(C)C=1N=C(SC1C)NS(=O)(=O)C1CC1)=O